C1,4-bis(diphenylphosphino)butane C1(=CC=CC=C1)P(CCCCP(C1=CC=CC=C1)C1=CC=CC=C1)C1=CC=CC=C1